C1=CSC(=C1Br)Br Dibromothiophene